5-((3-(3-((3-Fluoro-4-(trifluoromethoxy)benzyl)amino)propanamido)propyl)amino)benzo[c][2,6]naphthyridine-8-carboxamide FC=1C=C(CNCCC(=O)NCCCNC2=NC3=C(C4=CN=CC=C24)C=CC(=C3)C(=O)N)C=CC1OC(F)(F)F